N-(2-cyclopropyl-3-oxo-2,3-dihydropyridazin-4-yl)-6-isopropoxy-2-(1-methyl-2-oxabicyclo[2.1.1]hexan-4-yl)-2H-pyrazolo[3,4-b]pyridine-5-carboxamide C1(CC1)N1N=CC=C(C1=O)NC(=O)C1=CC=2C(N=C1OC(C)C)=NN(C2)C21COC(C2)(C1)C